3-(2,4-dioxotetrahydropyrimidin-1(2H)-yl)-2-methylquinoline-6-carbonitrile O=C1N(CCC(N1)=O)C=1C(=NC2=CC=C(C=C2C1)C#N)C